CCCCCCCCCCCCCCCCCCCCCCC Tricosane